[N+](=O)([O-])C1=C(C(=O)NC2=CC=C(C=C2)NC2=CC=NC=C2)C=CC(=C1)NC1=CC=NC2=CC=C(C=C12)[N+](=O)[O-] 2-nitro-4-((6-nitroquinolin-4-yl)amino)-N-(4-(pyridin-4-ylamino)phenyl)benzamide